COC(=O)C=1C(N(C2=CC(=CC=C2C1N)I)C1=CC=CC2=C1CCO2)=O 4-amino-1-(2,3-dihydro-1-benzofuran-4-yl)-7-iodo-2-oxo-1,2-dihydroquinoline-3-carboxylic acid methyl ester